Trimesoamide C(C1=CC(C(=O)N)=CC(C(=O)N)=C1)(=O)N